molybdenum-titanium-niobium [Nb].[Ti].[Mo]